2-(1-(4-amino-3-(3-(difluoromethoxy)phenyl)-1H-pyrazolo[3,4-d]pyrimidin-1-yl)ethyl)-3-(3-fluorophenyl)-4H-chromen-4-one NC1=C2C(=NC=N1)N(N=C2C2=CC(=CC=C2)OC(F)F)C(C)C=2OC1=CC=CC=C1C(C2C2=CC(=CC=C2)F)=O